OC=1C=C(C=CC1)NC(N(C)C)=O 3-(3-hydroxyphenyl)-1,1-dimethylurea